4-phenyl-2-(piperidin-4-yl-methyl)pyridazin-3(2H)-one 2,2,2-trifluoroacetate FC(C(=O)O)(F)F.C1(=CC=CC=C1)C=1C(N(N=CC1)CC1CCNCC1)=O